ClC=1C=C2C=C(NC2=CC1OCCOC)CNC(=O)C1(CC1)C N-((5-chloro-6-(2-methoxyethoxy)-1H-indol-2-yl)methyl)-1-methylcyclopropane-1-carboxamide